(R)-4-((3S,8S,9S,10R,13R,14S,17R)-3-hydroxy-10,13-dimethyl-2,3,4,7,8,9,10,11,12,13,14,15,16,17-tetradecahydro-1H-cyclopenta[a]phenanthren-17-yl)-N-isopropyl-N-methoxypentanamide O[C@H]1CC[C@@]2([C@H]3CC[C@@]4([C@H](CC[C@H]4[C@@H]3CC=C2C1)[C@@H](CCC(=O)N(OC)C(C)C)C)C)C